((2R,3S,5R)-2-ethynyl-5-(2-fluoro-6-(((4-methoxyphenyl)diphenylmethyl)amino)-9H-purin-9-yl)-3-((4-methoxyphenyl)diphenylmethoxy)tetrahydrofuran-2-yl)methyl 1H-imidazole-1-carboxylate N1(C=NC=C1)C(=O)OC[C@]1(O[C@H](C[C@@H]1OC(C1=CC=CC=C1)(C1=CC=CC=C1)C1=CC=C(C=C1)OC)N1C2=NC(=NC(=C2N=C1)NC(C1=CC=CC=C1)(C1=CC=CC=C1)C1=CC=C(C=C1)OC)F)C#C